CC=1C=CC2=C3C(C(C(=C2C1)OC(=O)OCCCCC)=O)=C1C=CC=CC1=C(C3=O)OC(=O)OCCCCC 2-methyl-5,11-dioxo-6,12-bis(n-pentyloxycarbonyloxy)naphthonaphthalene